CC(=O)N[C@@H]1[C@H]([C@H]([C@H](O[C@@H]1OP(=O)(O)OP(=O)(O)OC[C@@H]2[C@H]([C@H]([C@@H](O2)N3C=CC(=O)NC3=O)O)O)CO)O)O The molecule is a UDP-N-acetyl-D-galactosamine in which the anomeric centre of the galactosamine moiety has alpha-configuration. It has a role as a human metabolite. It is a conjugate acid of an UDP-N-acetyl-alpha-D-galactosamine(2-).